FC(C1=CC(=C(O[C@@H]2C[C@H](C2)C(=O)OC)C=C1)NC(=O)N1C[C@](CC1)(C1=NC=NS1)C1=CC(=C(C=C1)C)F)F |o1:22| methyl trans-3-(4-(difluoromethyl)-2-((R or S)-3-(3-fluoro-4-methylphenyl)-3-(1,2,4-thiadiazol-5-yl)pyrrolidine-1-carboxamido)phenoxy)cyclobutane-1-carboxylate